4-chloro-6-fluoro-N-(8-fluoro-6-oxo-1,4,5,6-tetrahydro-2H-pyrano[3,4-c]isoquinolin-1-yl)-N-methyl-1H-indole-2-carboxamide ClC1=C2C=C(NC2=CC(=C1)F)C(=O)N(C)C1COCC=2NC(C=3C=C(C=CC3C21)F)=O